glutamyl-glutamyl-methyl-glycine N[C@@H](CCC(=O)O)C(=O)N[C@@H](CCC(=O)O)C(=O)N(CC(=O)O)C